C(C=O)(=O)[C@H]1CN(CCC1)C(=O)OC(C)(C)C tertbutyl (3R)-3-oxaldehydoylpiperidine-1-carboxylate